O1[C@H](COCC1)CNC(=O)C1=C(C2=C(CCC3=CN(N=C23)C[C@@H]2OCCOC2)O1)C(F)(F)F N,2-bis{[(2S)-1,4-dioxan-2-yl]methyl}-8-(trifluoromethyl)-4,5-dihydro-2H-furo[2,3-g]indazole-7-carboxamide